N-[3-[2,5-bis(difluoromethoxy)phenyl]-1-[[1-[2-[methyl-(1-methylazetidin-3-yl)amino]ethyl]tetrazol-5-yl]methyl]pyrazol-4-yl]pyrazolo[1,5-a]pyrimidine-3-carboxamide FC(OC1=C(C=C(C=C1)OC(F)F)C1=NN(C=C1NC(=O)C=1C=NN2C1N=CC=C2)CC2=NN=NN2CCN(C2CN(C2)C)C)F